C1(CC1)N1CCS(C2=C(C1=O)SC(=C2)C2=NC(=NC=C2C(F)(F)F)NC2=C(C=C(C=C2)C2CCN(CC2)CC(F)(F)F)CC)(=O)=O 4-cyclopropyl-7-(2-((2-ethyl-4-(1-(2,2,2-trifluoroethyl)piperidin-4-yl)phenyl)amino)-5-(trifluoromethyl)pyrimidin-4-yl)-3,4-dihydrothieno[2,3-f][1,4]thiazepin-5(2H)-one 1,1-dioxide